2-{[4-(3-methyl-1,2-benzoxazol-5-yl)-1-oxo-2,3-dihydro-1H-isoindol-2-yl]methyl}prop-2-enenitrile CC1=NOC2=C1C=C(C=C2)C2=C1CN(C(C1=CC=C2)=O)CC(C#N)=C